2-(3-methoxyphenyl)glutaric acid 5-(tert-butyl) 1-methyl ester COC(C(CCC(=O)OC(C)(C)C)C1=CC(=CC=C1)OC)=O